ethyl 2-[5-[[(3S)-1-(5-bromo-3-pyridyl)piperidine-3-carbonyl]amino]-2-oxo-1-pyridyl]acetate BrC=1C=C(C=NC1)N1C[C@H](CCC1)C(=O)NC=1C=CC(N(C1)CC(=O)OCC)=O